CSC1=NN2C(N=CC=C2)=C1 (methylthio)pyrazolo[1,5-a]pyrimidin